FC(C1(CC1)CCOC1=NN(C=C1)N1S(C=2C=CC=C(CCCCC3CCN(C4=NC=CC=C4C1=O)C3)N2)(=O)=O)(F)F 3-{2-[1-(trifluoromethyl)cyclopropyl]ethoxyl-1H-pyrazol-1-yl}-2λ6-thia-3,9,11,23-tetraazatetracyclo[17.3.1.111,14.05,10]tetracosa-1(23),5,7,9,19,21-hexaene-2,2,4-trione